4-((1-(naphthalen-2-ylmethyl)-5-phenyl-1H-indole-7-carboxamido)methyl)benzoic acid C1=C(C=CC2=CC=CC=C12)CN1C=CC2=CC(=CC(=C12)C(=O)NCC1=CC=C(C(=O)O)C=C1)C1=CC=CC=C1